6-(8-fluoro-2-methylimidazo[1,2-a]pyridin-6-yl)-N-methyl-N-(piperidin-4-yl)[1,3]thiazolo[4,5-c]pyridin-2-amine hydrochloride Cl.FC=1C=2N(C=C(C1)C1=CC3=C(C=N1)N=C(S3)N(C3CCNCC3)C)C=C(N2)C